Cl.ClC1=C(C=CC=C1)[C@@H](C(=O)OC)N1CC2=C(CC1)SC(=C2)OC(CC(C)(C)C2=C(C=C(C=C2C)C)OC(C)=O)=O (S)-5-(1-(2-chlorophenyl)-2-methoxy-2-oxoethyl)-4,5,6,7-tetrahydrothieno[3,2-c]pyridin-2-yl-3-(2-acetoxy-4,6-dimethylphenyl)-3-methylbutanoate hydrochloride